ClC1=C(C=C(C=C1)OC)NC(C)=O N-(2-chloro-5-methoxyphenyl)acetamide